N1N=CC(=C1)C1=CC=C(C=C1)N1C(N(C2(C1)CCN(CC2)CC(CO)O)CC2=CC(=CC=C2)OC)=O 3-(4-(1H-pyrazol-4-yl)phenyl)-8-(2,3-dihydroxypropyl)-1-(3-methoxybenzyl)-1,3,8-triazaspiro[4.5]decan-2-one